1-(((3S)-1-((3-((cyclopropylcarbonyl)amino)-1-azetidinyl)sulfonyl)-3-piperidinyl)carbonyl)-N-(4-(trifluoromethyl)benzyl)-D-prolinamide C1(CC1)C(=O)NC1CN(C1)S(=O)(=O)N1C[C@H](CCC1)C(=O)N1[C@H](CCC1)C(=O)NCC1=CC=C(C=C1)C(F)(F)F